1-(4-methylphenyl)-3-(4-trifluoromethylphenyl)-5-(4-hydroxymethylphenyl)-pyrazoline CC1=CC=C(C=C1)N1NC(=CC1C1=CC=C(C=C1)CO)C1=CC=C(C=C1)C(F)(F)F